C1(CCC1)C=1N=CC2=C(N1)NC=C2C2=CC=1N(C=C2)N=CC1C(=O)NCC(C)(C)F 5-(2-cyclobutyl-7H-pyrrolo[2,3-d]pyrimidin-5-yl)-N-(2-fluoro-2-methylpropyl)pyrazolo[1,5-a]pyridine-3-carboxamide